1-[2-[[1-(4-chlorophenyl)pyrazol-3-yl]oxymethyl]-3-fluoro-phenyl]-4-methyl-tetrazol-5-one ClC1=CC=C(C=C1)N1N=C(C=C1)OCC1=C(C=CC=C1F)N1N=NN(C1=O)C